3,3'-diallyl-4,4'-di(4-aminophenoxy)biphenyl C(C=C)C=1C=C(C=CC1OC1=CC=C(C=C1)N)C1=CC(=C(C=C1)OC1=CC=C(C=C1)N)CC=C